tert-Butyl (S)-3-((6-(((1r,4S)-4-(3-chloro-4-cyanophenoxy)cyclohexyl)carbamoyl)pyridazin-3-yl)oxy)pyrrolidine-1-carboxylate ClC=1C=C(OC2CCC(CC2)NC(=O)C2=CC=C(N=N2)O[C@@H]2CN(CC2)C(=O)OC(C)(C)C)C=CC1C#N